OCC1CCN(CC1)C1=CC2=C(C=3N(C(N2CC2=CC=C(C=C2)OC)=O)CC(N3)C(C)C)N=C1 8-[4-(hydroxymethyl)piperidin-1-yl]-6-(4-methoxybenzyl)-2-(propan-2-yl)-2,6-dihydroimidazo[1,2-c]pyrido[2,3-e]pyrimidin-5(3H)-one